3,5-diamino-5-(pentafluoroethyl)benzene NC1=CC=CC(C1)(C(C(F)(F)F)(F)F)N